C1C(CCCCCC)O1 1-octene oxide